C(C)(C)(C)OC(=O)N[C@H](COC=1C=C(C=C(C1)C)C#CCCCC(=O)O)CCC(N)=O 6-[3-[(2S)-2-[(tert-butoxycarbonyl)amino]-4-carbamoylbutoxy]-5-methylphenyl]hex-5-ynoic acid